2-(3-ethylsulfanyl-5,6,7,8-tetrahydroimidazo[1,2-a]pyridin-2-yl)-6-(trifluoromethyl)pyrazolo[4,3-b]pyridine C(C)SC1=C(N=C2N1CCCC2)N2N=C1C(N=CC(=C1)C(F)(F)F)=C2